4-chloro-6-amino-1-isoamylpyrazolo[3,4-d]pyrimidine ClC1=C2C(=NC(=N1)N)N(N=C2)CCC(C)C